C(CCC)N1C(N(C(C(C1=O)=C(N)N)=O)C1CCC2(CC(C2)C(=O)NC)CC1)=O 7-(3-Butyl-5-(diaminomethylene)-2,4,6-trioxotetrahydropyrimidin-1(2H)-yl)-N-methylspiro[3.5]nonane-2-carboxamide